BrC1=CC=CC(=N1)C1=CN=C2N1C=C(N=C2)N2CC(CC2)(F)F 3-(6-bromopyridin-2-yl)-6-(3,3-difluoropyrrolidin-1-yl)imidazo[1,2-a]pyrazine